CC1=CC=C(C(=O)NC=2C=NC=C(C2)C(F)(F)F)C=C1 4-methyl-N-(5-(trifluoromethyl)pyridin-3-yl)benzamide